4-((4-aminobutyl)(3-aminopropyl)amino)-4-oxobutanoic acid NCCCCN(C(CCC(=O)O)=O)CCCN